(3-amino-5-chloro-6-cyclopropyl-1H-pyrazolo[3,4-b]pyridin-1-yl)(2-methoxyphenyl)methanone NC1=NN(C2=NC(=C(C=C21)Cl)C2CC2)C(=O)C2=C(C=CC=C2)OC